1-Ethyl 2-[2-(4-methoxy-2-phenyl-phenyl)thiazol-4-yl]acetate COC1=CC(=C(C=C1)C=1SC=C(N1)CC(=O)OCC)C1=CC=CC=C1